2-(2-hydroxyphenyl)4-methyl-6-propionylpyridine OC1=C(C=CC=C1)C1=NC(=CC(=C1)C)C(CC)=O